E-mesitylene C1(=CC(=CC(=C1)C)C)C